S1C(=CC=C1)C(=O)O[Cu] ((thiophene-2-carbonyl)oxy)copper